C1CC12CCN(CC2)C2=C(C(=O)O)C=CC(=C2)I 6-azaspiro[2.5]oct-6-yl-4-iodobenzoic acid